C(C)(C)C1=C(C(=CC=C1)C(C)C)N1C(C=CC2=CC=CC=C12)C1=C(C=CC2=CC=CC=C12)CNC1=C(C=CC=C1C)C N-(2,6-diisopropylphenyl)-2-{2-[(2,6-dimethylphenylamino)methyl]Naphthalen-1-yl}quinolin